6-(imidazo[1,2-a]pyridine-3-carbonyl)-N-(4-((tetra-hydrofuran-3-yl)oxy)-3-(trifluoromethyl)phenyl)-4,5,6,7-tetrahydrothieno-[2,3-c]pyridine-3-carboxamide N=1C=C(N2C1C=CC=C2)C(=O)N2CC1=C(CC2)C(=CS1)C(=O)NC1=CC(=C(C=C1)OC1COCC1)C(F)(F)F